[6-(1-cyanocyclopropyl)pyridazin-3-yl]thiocyanate C(#N)C1(CC1)C1=CC=C(N=N1)SC#N